tert-Butyl 4-[4-(3-cyano-4-[[2-(pyridin-2-yl)propan-2-yl]oxy]pyrazolo[1,5-a]pyridin-6-yl)-5-methylpyrazol-1-yl]piperidine-1-carboxylate C(#N)C=1C=NN2C1C(=CC(=C2)C=2C=NN(C2C)C2CCN(CC2)C(=O)OC(C)(C)C)OC(C)(C)C2=NC=CC=C2